C(CCCCCCCCCCC)(=O)OC\C=C\CC\C=C/CC (2E,6Z)-nona-2,6-dien-1-yl dodecanoate